2,4-octanedione CC(CC(CCCC)=O)=O